cyanomethyl-2-(dodecylthiocarbonylthio)-2-methylpropanoic acid C(#N)CCC(C(=O)O)(C)SC(=S)CCCCCCCCCCCC